C1(C=CC1)(N)N cyclobutenediamine